((2R,5S)-4-((S)-6-chloro-7-(1-cyclopropyl-4-fluoro-1H-indazol-7-yl)-2-(3-(dimethylamino)azetidin-1-yl)-8-fluoroquinazolin-4-yl)-2,5-dimethylpiperazin-1-yl)prop-2-en-1-one ClC=1C=C2C(=NC(=NC2=C(C1C=1C=CC(=C2C=NN(C12)C1CC1)F)F)N1CC(C1)N(C)C)N1C[C@H](N(C[C@@H]1C)C(C=C)=O)C